N1=C(C=CC=C1)C1=CC=C(C(=N1)NC1COCC1)NC1COCC1 6-(2-pyridyl)-N2,N3-di(tetrahydrofuran-3-yl)pyridine-2,3-diamine